C(C1=CC=CC=C1)(=O)N1CCN(CC1)C(C(=O)C1=CNC2=C(N=CC(=C21)OC)N2N=C(N=C2)C)=O 1-benzoyl-4-[2-[4-methoxy-7-(3-methyl-1H-1,2,4-triazol-1-yl)-1H-pyrrolo[2,3-c]pyridin-3-yl]-1,2-dioxoethyl]-piperazine